(4-chlorobenzyl)(methyl)(((6-(5-(trifluoromethyl)-1,2,4-oxadiazol-3-yl)imidazo[1,2-a]pyridin-2-yl)methyl)imino)-λ6-sulfanone ClC1=CC=C(CS(=O)(=NCC=2N=C3N(C=C(C=C3)C3=NOC(=N3)C(F)(F)F)C2)C)C=C1